C(C=C)(=O)N1C[C@@H](N(C[C@H]1C)C1=NC(N2C3=C(C(=C(C=C13)C(F)(F)F)C1=C(C=C(C(=C1)I)F)F)SCC1(C2)CCC1)=O)C 8'-((2S,5R)-4-acryloyl-2,5-dimethylpiperazin-1-yl)-11'-(2,4-difluoro-5-iodophenyl)-10'-(trifluoromethyl)-2'H,4'H,6'H-spiro[cyclobutane-1,3'-[1,4]thiazepino[2,3,4-ij]quinazolin]-6'-one